S(N)(=O)(=O)NC(C=C)=O N-sulfamoylacrylamide